2-(2-chloro-4-(2-((4-(6-methylimidazo[2,1-b]thiazol-5-yl)thiazol-2-yl)amino)-2-oxoethyl)phenoxy)nicotinamide ClC1=C(OC2=C(C(=O)N)C=CC=N2)C=CC(=C1)CC(=O)NC=1SC=C(N1)C1=C(N=C2SC=CN21)C